3-(1H-benzo[d]imidazol-6-yl)-2-(thiophen-3-yl)thiazolidin-4-one N1C=NC2=C1C=C(C=C2)N2C(SCC2=O)C2=CSC=C2